1-Ethyl-N-(2-(hydroxymethyl)-3-methylbutyl)-2-(2,2,2-trifluoro-1-(4-fluorophenyl)-1-hydroxyethyl)-1H-benzo[d]imidazole-6-carboxamide C(C)N1C(=NC2=C1C=C(C=C2)C(=O)NCC(C(C)C)CO)C(C(F)(F)F)(O)C2=CC=C(C=C2)F